2,4-dichloro-6-(1-methylcyclopropyl)-1,6-naphthyridin-7(6H)-one ClC1=NC2=CC(N(C=C2C(=C1)Cl)C1(CC1)C)=O